2,6-dimethylphenylcarbodiimide CC1=C(C(=CC=C1)C)N=C=N